C(=O)O.ClC=1C=NC(=NC1)N1CCC(CC1)CCCOC1=CC(=C(C=C1)CC(=O)N1CC2(C1)CN(C2)C[C@@H]([C@@H]([C@@H](CO)O)O)O)F 2-(4-(3-(1-(5-chloropyrimidin-2-yl)piperidin-4-yl)propoxy)-2-fluorophenyl)-1-(6-((2S,3S,4R)-2,3,4,5-tetrahydroxypentyl)-2,6-diazaspiro[3.3]heptan-2-yl)ethan-1-one formate